ClC1=CC=C(CNC=2N(C=C(N2)C2=CC=CC=C2)C2=CC(=CC=C2)F)C=C1 N-(4-chlorobenzyl)-1-(3-fluorophenyl)-4-phenyl-1H-imidazol-2-amine